(R)-3-((5-chloro-1H-indol-2-yl)methyl)-1-(1-(3,3-difluoroazetidine-1-carbonyl)piperidin-3-yl)-1-methylurea ClC=1C=C2C=C(NC2=CC1)CNC(N(C)[C@H]1CN(CCC1)C(=O)N1CC(C1)(F)F)=O